EDETATE TRISODIUM [Na+].[Na+].[Na+].C(N(CC(=O)[O-])CC(=O)O)CN(CC(=O)[O-])CC(=O)[O-]